(R)-1-fluoro-N-((6S,7S)-6-((2-fluoro-[1,1'-biphenyl]-3-yl)methyl)-5-((R)-oxetane-2-carbonyl)-5-azaspiro[2.4]heptan-7-yl)ethane-1-sulfonamide F[C@@H](C)S(=O)(=O)N[C@@H]1[C@@H](N(CC12CC2)C(=O)[C@@H]2OCC2)CC=2C(=C(C=CC2)C2=CC=CC=C2)F